6'-amino-1'-methyl-2'-oxospiro[cyclopropane-1,3'-indoline]-5'-carboxylic acid methyl ester COC(=O)C=1C=C2C3(C(N(C2=CC1N)C)=O)CC3